Cl.ClC=1C(=NC=C(C1)Cl)OCCCNC1=NC(=NC(=C1Cl)C(F)F)C N-(3-((3,5-dichloropyridin-2-yl)oxy)propyl)-5-chloro-2-methyl-6-difluoromethylpyrimidin-4-amine hydrochloride